1,5-bis[[tert-butyl(dimethyl)silyl]oxymethyl]-6,7-dideuterio-8-oxabicyclo[3.2.1]octan-3-one [Si](C)(C)(C(C)(C)C)OCC12CC(CC(C(C1[2H])[2H])(O2)CO[Si](C)(C)C(C)(C)C)=O